5-fluoro-1-(4-fluoro-2-methylphenyl)-3-(2-methyl-6-oxo-1,6-dihydropyridin-3-yl)-6-(trifluoromethyl)-2,3-dihydroquinazolin-4(1H)-one FC1=C2C(N(CN(C2=CC=C1C(F)(F)F)C1=C(C=C(C=C1)F)C)C1=C(NC(C=C1)=O)C)=O